FC(OC1=CC=C(C=C1)N1C2=C(C=C(C1=O)C=1C=C3C(N(C=NC3=CC1)C)=O)SC(=N2)OCC)F 4-(4-(difluoromethoxy)phenyl)-2-ethoxy-6-(3-methyl-4-oxo-3,4-dihydro-quinazolin-6-yl)thiazolo[4,5-b]pyridin-5(4H)-one